ClC(CC(=O)NC1=C(C=NN1C1=C(C=C(C=C1Cl)C(F)F)Cl)[N+](=O)[O-])C 2-chloro-N-[1-(2,6-dichloro-4-difluoromethylphenyl)-4-nitro-1H-pyrazol-5-yl]propanecarboxamide